tert-butyl (tert-butoxycarbonyl)((trans-3-(4-(6-chloropyridin-2-yl)-3-cyclopropyl-1H-pyrazol-1-yl)cyclobutyl)methyl)carbamate C(C)(C)(C)OC(=O)N(C(OC(C)(C)C)=O)C[C@@H]1C[C@H](C1)N1N=C(C(=C1)C1=NC(=CC=C1)Cl)C1CC1